(S)-2-((5-(6-((4-cyano-2-fluorobenzyl)oxy)pyridin-2-yl)-5,6-dihydropyrrolo[3,4-c]pyrazol-2(4H)-yl)methyl)-1-(oxetan-2-ylmethyl)-1H-benzo[d]imidazole-6-carboxylic acid C(#N)C1=CC(=C(COC2=CC=CC(=N2)N2CC3=NN(C=C3C2)CC2=NC3=C(N2C[C@H]2OCC2)C=C(C=C3)C(=O)O)C=C1)F